(S)-2,7-dimethyl-N-((R)-1-(3-(trifluoromethyl)phenyl)ethyl)-7,8,10,11-tetrahydro-[1,4,7]trioxonino[2,3-g]quinazolin-4-amine CC1=NC2=CC3=C(C=C2C(=N1)N[C@H](C)C1=CC(=CC=C1)C(F)(F)F)O[C@H](COCCO3)C